4-[[2-(4-tert.-Butyl-3-hydroxyphenyl)acetyl]amino]-N-(4-cyanotetrahydropyran-4-yl)pyridin C(C)(C)(C)C1=C(C=C(C=C1)CC(=O)NC1=CCN(C=C1)C1(CCOCC1)C#N)O